(2R,3S)-5,7-dihydroxy-2-(3,4,5-trihydroxyphenyl)chroman-3-yl 3,4,5-trihydroxybenzoate OC=1C=C(C(=O)O[C@@H]2[C@H](OC3=CC(=CC(=C3C2)O)O)C2=CC(=C(C(=C2)O)O)O)C=C(C1O)O